XyLene CC1=CC=CC=C1C